ClC(C(O)C1C(C1)(C)C)Cl 3-(2,2-dichloro-1-hydroxyethyl)-2,2-dimethylcyclopropane